((5-(4-fluorophenyl)-6-isopropyl-1H-pyrazolo[4,3-g]isoquinolin-8-yl)imino)dipropyl-λ6-sulfanone FC1=CC=C(C=C1)C1=C(N=C(C2=CC3=C(C=C12)C=NN3)N=S(=O)(CCC)CCC)C(C)C